O=C1NC(CCC1N1C(C2=CC(=CC(=C2C1)OCC(=O)OC(C)(C)C)N1CCCCC1)=O)=O tert-butyl 2-((2-(2,6-dioxopiperidin-3-yl)-1-oxo-6-(piperidin-1-yl)isoindolin-4-yl)oxy)acetate